4-[2-[(3-amino-6-chloropyridazin-4-yl)(ethyl)amino]ethyl]benzonitrile NC=1N=NC(=CC1N(CCC1=CC=C(C#N)C=C1)CC)Cl